3,7-di(1H-indazol-5-yl)-8-methyl-10-(3-morpholinopropyl)-10H-benzo[b]pyrido[2,3-e][1,4]oxazine N1N=CC2=CC(=CC=C12)C1=CC2=C(N(C3=C(O2)C=C(C(=C3)C)C=3C=C2C=NNC2=CC3)CCCN3CCOCC3)N=C1